FC(CN1N=CC=2C1=NC(=CN2)N2C1CC3(CN(C(C3)=O)C=3C=NC(=CC3)C(F)(F)F)C(C2)CC1)F 5-(1-(2,2-difluoroethyl)-1H-pyrazolo[3,4-b]pyrazin-6-yl)-1'-(6-(trifluoromethyl)pyridin-3-yl)-5-azaspiro[bicyclo[2.2.2]octane-2,3'-pyrrolidin]-5'-one